3-(1-(2,4-dichlorobenzyl)piperidin-4-yl)-2-oxo-2,3-dihydro-1H-benzo[d]imidazole-5-carboxylic acid hydrochloride Cl.ClC1=C(CN2CCC(CC2)N2C(NC3=C2C=C(C=C3)C(=O)O)=O)C=CC(=C1)Cl